C1(=CC=CC=C1)C1(OC2=C(O1)C=CC(=C2)C(=O)O)C2=CC=CC=C2 2,2-diphenylbenzo[d][1,3]dioxol-5-carboxylic acid